CS(=O)C1=NN(C=N1)CC1=CC=C(C=C1)C1=NOC(=N1)C(F)(F)F 3-[4-[(3-methylsulfinyl-1,2,4-triazol-1-yl)methyl]phenyl]-5-(trifluoromethyl)-1,2,4-oxadiazole